(±)-tert-butyl 3-(4-amino-2-((methylsulfinyl)methyl)phenyl)pyrrolidine-1-carboxylate NC1=CC(=C(C=C1)C1CN(CC1)C(=O)OC(C)(C)C)CS(=O)C